CC1(C(C1(C)C)C(=O)Cl)C 2,2,3,3-tetramethylcyclopropanecarbonyl chloride